C(C)OC(=O)C=1N=C(SC1)NC=1C(=NC=CC1)OC ((2-methoxypyridin-3-yl)amino)thiazole-4-carboxylic acid ethyl ester